N-(2-(6-bromo-7-cyclopropyloxynaphthalen-1-yl)ethyl)acetamide BrC=1C=C2C=CC=C(C2=CC1OC1CC1)CCNC(C)=O